2,3-dioxaindoline-7-carboxylic acid N1OOC2=CC=CC(=C12)C(=O)O